trans-3-[3-fluoro-1-[3-(4,4,5,5-tetramethyl-1,3,2-dioxaborolan-2-yl)phenyl]cyclobutyl]-4-methyl-1,2,4-triazole FC1CC(C1)(C1=CC(=CC=C1)B1OC(C(O1)(C)C)(C)C)C1=NN=CN1C